1,1'-(5-Ethyl-2-octadecyloxy-1,3-phenylen)-bis(N,N-dimethylmethanamin) C(C)C=1C=C(C(=C(C1)CN(C)C)OCCCCCCCCCCCCCCCCCC)CN(C)C